CN1C=C(C2=CC=CC=C12)C[C@]1(CCC=2N(C3=CC=CC=C3C2C1=O)S(=O)(=O)C)C#N (R)-3-((1-Methyl-1H-indol-3-yl)Methyl)-9-(methylsulfonyl)-4-oxo-2,3,4,9-tetrahydro-1H-carbazole-3-carbonitrile